C(C)C1N(CCC1)C=1N=C(C2=CN=C(C=C2C1)N)N(CC1=CC=C(C=C1)OC)CC1=CC=C(C=C1)OC 3-(2-ethylpyrrolidin-1-yl)-N1,N1-bis[(4-methoxyphenyl)methyl]2,7-naphthyridine-1,6-diamine